(S)-1-amino-4-(4-((4-bromopyridin-2-yl)carbamoyl)phenyl)-2-(piperidin-2-yl)1H-imidazole-5-carboxamide NN1C(=NC(=C1C(=O)N)C1=CC=C(C=C1)C(NC1=NC=CC(=C1)Br)=O)[C@H]1NCCCC1